C(CCC)OC(C(=O)O)=CC=O Butoxy-4-oxobut-2-enic acid